ClC=1C=C(C=NC1OC(F)F)C(=O)NCC=1C=NN2N=C(N(C21)C)C 5-chloro-6-(difluoromethoxy)-N-[(1,2-dimethyl-1H-pyrazolo[1,5-b][1,2,4]triazol-7-yl)methyl]pyridine-3-carboxamide